5-[(2-Amino-3-fluoropyridin-4-yl)methyl]-2-(4-bromo-2-fluoroanilino)-3,4-difluorobenzamide NC1=NC=CC(=C1F)CC=1C(=C(C(=C(C(=O)N)C1)NC1=C(C=C(C=C1)Br)F)F)F